N1C(=NC2=C1C=CC=C2)C2=CC(=NN2)NC(=O)C=2C=NC(=C(C2)Cl)OC N-[5-(1H-benzimidazol-2-yl)-1H-pyrazol-3-yl]-5-chloro-6-methoxy-pyridine-3-carboxamide